C1(CCC1)COC(=O)N[C@H](C(=O)O)CCN(CCCCC1=NC=2NCCCC2C=C1)CCOC1=CC=CC=C1 (2S)-2-((cyclobutylmethyl)oxycarbonylamino)-4-[2-phenoxyethyl-[4-(5,6,7,8-tetrahydro-1,8-naphthyridin-2-yl)butyl]amino]butanoic acid